1-{[4-(4-amino-2,6-difluorophenoxy)-6-methoxyquinolin-7-yl]oxy}-2-methylpropan-2-ol NC1=CC(=C(OC2=CC=NC3=CC(=C(C=C23)OC)OCC(C)(O)C)C(=C1)F)F